ClC1=CC(=C(C=C1)C1=CC=C(C=N1)C1CN(C1)C(=O)N1C[C@H](CC1)C(=O)N)S(=O)(=O)C (3S)-1-[3-[6-(4-Chloro-2-methylsulfonyl-phenyl)-3-pyridyl]azetidine-1-carbonyl]pyrrolidine-3-carboxamide